[4-[7-(Methylamino)imidazo[1,2-a]pyridin-2-yl]phenyl]methanol CNC1=CC=2N(C=C1)C=C(N2)C2=CC=C(C=C2)CO